1,2-propanedial didecanoate C(CCCCCCCCC)(=O)O.C(CCCCCCCCC)(=O)O.C(C(C)=O)=O